4-(tert-butyl)-N-(4-(1-cyclobutyl-1H-pyrazol-4-yl)-3-(2-trityl-2H-tetrazol-5-yl)phenyl)piperidine-1-carboxamide C(C)(C)(C)C1CCN(CC1)C(=O)NC1=CC(=C(C=C1)C=1C=NN(C1)C1CCC1)C=1N=NN(N1)C(C1=CC=CC=C1)(C1=CC=CC=C1)C1=CC=CC=C1